C(CCCCCN1CC(N2C1=C(C(=C(C2=O)Cl)CC2=CC=CC1=CC=CC=C21)C2=CC(=CC=C2)C(F)(F)F)C(=O)O)N2CC(N1C2=C(C(=C(C1=O)Cl)CC1=CC=CC2=CC=CC=C12)C1=CC(=CC=C1)C(F)(F)F)C(=O)O 1,1'-(hexane-1,6-diyl)bis(6-chloro-7-(naphthalen-1-ylmethyl)-5-oxo-8-(3-(trifluoromethyl)phenyl)-1,2,3,5-tetrahydroimidazo[1,2-a]pyridine-3-carboxylic acid)